methylselenious acid C[SeH](=O)(O)O